F[C@H]1CN(CC[C@H]1NC1=CC=CN2C(=C(C=C12)C#CCNC1=C(C=C(C(=O)NC[C@@H](C)O)C=C1)OC)SC(F)(F)F)C 4-{[3-(8-{[(3S,4R)-3-fluoro-1-methylpiperidin-4-yl]amino}-3-[(trifluoromethyl)sulfanyl]indolizin-2-yl)prop-2-yn-1-yl]amino}-N-[(2R)-2-hydroxypropyl]-3-methoxybenzamide